C(CCCCCCCCC)[C@@](C(=O)CCCCCCCC)(O)[C@@H](O)[C@H](O)[C@H](O)CO decyl-octyl-D-glucose